ONC(=O)C1=CC2=C(CN([C@@H](CO2)C=2C=CC=C3C=CC=NC23)C(=O)C2CCOCC2)C=C1 (R)-N-hydroxy-3-(quinolin-8-yl)-4-(tetrahydro-2H-pyran-4-carbonyl)-2,3,4,5-tetrahydrobenzo[f][1,4]oxazepine-8-carboxamide